CC(CC(=O)NC[C@]12C[C@H](N([C@@H]2C1)C(=O)OC(C)(C)C)C(NC1=NC(=CC=C1C)C(F)(F)F)=O)(CC=C)C (1R,3S,5R)-tert-Butyl 5-((3,3-dimethylhex-5-enamido)methyl)-3-((3-methyl-6-(trifluoromethyl)pyridin-2-yl)carbamoyl)-2-azabicyclo[3.1.0]hexane-2-carboxylate